BrC1=CC=C(C=C1)C1=NC2=CC=C(C=C2C=C1)OCCN1[C@@H](C(N(CC1)C)=O)C (R)-4-{2-[(2-(4-bromophenyl)quinolin-6-yl)oxy]ethyl}-1,3-dimethylpiperazin-2-one